N-ethyl-((2R,3S)-2-methylazetidin-3-yl)methanesulfonamide trifluoroacetate FC(C(=O)O)(F)F.C(C)NS(=O)(=O)C[C@@H]1[C@H](NC1)C